C(#N)CN1N=C(C=C1C(=O)OC)C1=CC=NC=C1 methyl 2-(cyanomethyl)-5-(pyridin-4-yl)pyrazole-3-carboxylate